ClC=1C=C(CCC2=NNC(=C2)C(=O)OC=2C(NN=C(C2)CC2=CC=CC3=CC=CC=C23)=O)C=CC1 6-(naphthalen-1-ylmethyl)-3-oxo-2,3-dihydropyridazin-4-yl 3-(3-chlorophenethyl)-1H-pyrazole-5-carboxylate